(S)-2-((10-Cyano-2-((S)-4-(difluoromethyl)-2-oxooxazolidin-3-yl)-5,6-dihydrobenzo[f]imidazo[1,2-d][1,4]oxazepin-9-yl)amino)propionamide C(#N)C=1C(=CC2=C(C=3N(CCO2)C=C(N3)N3C(OC[C@H]3C(F)F)=O)C1)N[C@H](C(=O)N)C